COC(C(C)(OC=CC(CCC1=CC=CC=C1)C)C)=O.C(=CCCCCCCCC=CC)OC(C(=O)OC)(C)C methyl 2-(dodeca-1,10-dien-1-yloxy)-2-methylpropanoate methyl-2-methyl-2-((3-methyl-5-phenylpent-1-en-1-yl)oxy)propanoate